BrC=1C=C2CC(C(C2=CC1)N1CCN(CC1)CC1OC(OC1)(C)C)(F)F 1-(5-bromo-2,2-difluoro-2,3-dihydro-1H-inden-1-yl)-4-[(2,2-dimethyl-1,3-dioxolan-4-yl)methyl]piperazine